1-((tert-butyldiphenylsilyl)oxy)propan-2-one [Si](C1=CC=CC=C1)(C1=CC=CC=C1)(C(C)(C)C)OCC(C)=O